sulfur thiophene sulphur [S].S1C=CC=C1.[S]